L-3,5,3',5'-tetraiodothyronine IC=1C=C(C[C@H](N)C(=O)O)C=C(C1OC1=CC(=C(C(=C1)I)O)I)I